FC1=C(C(=O)O)C=CC(=C1)S(=O)(=O)C 2-fluoro-4-(methylsulfonyl)benzoic acid